[F].CCCCCC hexane Fluorine